FC(S(=O)(=O)NC1=C(C=CC=C1)C1=CC=C2[C@H]([C@@H](COC2=C1)CC=1N=CSC1)O)(F)F 1,1,1-Trifluoro-N-{2-[(3R,4S)-4-hydroxy-3-(1,3-thiazol-4-ylmethyl)-3,4-dihydro-1H-chromen-7-yl]phenyl}methansulfonamid